C[Si](C1C=CCC=C1)(C)C 1-trimethylsilyl-cyclohexa-2,5-diene